FC(C(=O)O)(F)F.CN(C([C@H](CCCCN1C(C2C3(C(=C(C(C2(C1=O)Br)(C3=O)C)C3=CC=CC=C3)C3=CC=CC=C3)C)=O)N)=O)C N,N-Dimethyl-(2S)-2-amino-6-(3a-bromo-4,7-dimethyl-1,3,8-trioxo-5,6-diphenyl-1,3,3a,4,7,7a-hexahydro-2H-4,7-methanoisoindol-2-yl)hexanamide trifluoroacetic acid salt